1-(5-fluoro-2-hydroxymethylphenyl)-3-[3-(2-aminoethylamino)-5-trifluoromethoxyphenyl]urea FC=1C=CC(=C(C1)NC(=O)NC1=CC(=CC(=C1)OC(F)(F)F)NCCN)CO